9-[(2R,4S,5R)-4-[(tert-butyldimethylsilyl)oxy]-5-{[(tert-butyldiphenylsilyl)oxy]methyl}-5-(chloromethyl)oxolan-2-yl]-2-fluoropurin-6-amine [Si](C)(C)(C(C)(C)C)O[C@H]1C[C@@H](O[C@]1(CCl)CO[Si](C1=CC=CC=C1)(C1=CC=CC=C1)C(C)(C)C)N1C2=NC(=NC(=C2N=C1)N)F